C1(=CCCCC1)C1=CN=C(S1)C1=C2N=CC(=NC2=CC(=C1)C)OC(F)F 5-(cyclohex-1-en-1-yl)-2-(2-(difluoromethoxy)-7-methylquinoxalin-5-yl)thiazole